ClC1=C(C(=NC(=N1)C1=CC=C(C=C1)F)N)OC1=C(C=CC=C1)OC chloro-2-(4-fluorophenyl)-5-(2-methoxyphenoxy)pyrimidin-4-amine